6-(2,2-diisobutoxyethyl)-1,3,4-trimethylcyclohex-1-ene C(C(C)C)OC(CC1CC(C(C=C1C)C)C)OCC(C)C